ClC1=CC=C(COC2=NN=C(S2)NC(C2=CN=C(C=C2C2=C(C=CC=C2F)OC(F)F)C#N)=O)C=C1 N-(5-((4-chlorobenzyl)oxy)-1,3,4-thiadiazol-2-yl)-6-cyano-4-(2-(difluoromethoxy)-6-fluorophenyl)nicotinamide